methyl (E)-5-amino-6-((4-((tert-butoxycarbonyl)amino)but-2-en-1-yl)amino)nicotinate NC=1C(=NC=C(C(=O)OC)C1)NC\C=C\CNC(=O)OC(C)(C)C